FC(C(=O)O)(F)F.OC1C(CNC1)C(=O)NCCCCCCCCCCCCCC 4-hydroxy-N-tetradecylpyrrolidine-3-carboxamide trifluoroacetate